ClC1=C(C=CC=C1)C=1N=NN(C1)[C@@H]1CCO[C@@]12O[C@H](C[C@@H](C2)N2N=NC(=C2)C2=CC(=C(C(=C2)F)F)F)CO (4R,5S,7R,8R,9S,10R)-4-(4-(2-chlorophenyl)-1H-1,2,3-triazol-1-yl)-7-(hydroxymethyl)-9-(4-(3,4,5-trifluorophenyl)-1H-1,2,3-triazol-1-yl)-1,6-dioxaspiro[4.5]decane